F[C@H]1CN(C[C@@H]1OC1=CC=C(C=C1)C(F)(F)F)C(=O)OC(C)(C)C tert-butyl (3S,4S)-3-fluoro-4-(4-(trifluoromethyl) phenoxy)pyrrolidine-1-carboxylate